ClC1=CC=C(C=C1)C=1N=C2N(C=CC=N2)C1CN1C2CCN(C(C1)CC2)C(=O)C2=NC(=CC=C2F)OC [6-{[2-(4-Chlorophenyl)imidazo[1,2-a]pyrimidin-3-yl]methyl}-2,6-diazabicyclo[3.2.2]non-2-yl](3-fluoro-6-methoxypyridin-2-yl)methanone